C(C1=CC=CC=C1)OCC(=O)C1=C(C=C(C=C1)C1=NOC(=N1)C(F)(F)F)F 2-(benzyloxy)-1-(2-fluoro-4-(5-(trifluoromethyl)-1,2,4-oxadiazol-3-yl)phenyl)ethan-1-one